ClC1=CC=C2C(=CC(=NC2=C1)C=1C=C2CNC(C2=CC1)=O)CN1CCOCC1 5-(7-chloro-4-(morpholinomethyl)quinolin-2-yl)isoindolin-1-one